2-(4,4-dimethoxycyclohexyl)-5-nitro-2H-indazol-6-ol COC1(CCC(CC1)N1N=C2C=C(C(=CC2=C1)[N+](=O)[O-])O)OC